FC(C1=C(C=NC=C1)OC1=CC=C(C=C1)C1=CC=CN2C1=NS(CC2)(=O)=O)(F)F 9-(4-{[4-(trifluoromethyl)pyridin-3-yl]oxy}phenyl)-3,4-dihydropyrido[2,1-c][1,2,4]thiadiazine 2,2-dioxide